N-(3-(6-(bromomethyl)benzo[b]thiophene-2-carboxamido)-4-fluorophenyl)-2,3-dihydrobenzo[b][1,4]dioxine-6-carboxamide BrCC=1C=CC2=C(SC(=C2)C(=O)NC=2C=C(C=CC2F)NC(=O)C2=CC3=C(OCCO3)C=C2)C1